9-(4-chlorophenyl)-2,3-dimethyl-7-[(2R,4S)-2-(1-methylpyrazol-4-yl)tetrahydropyran-4-yl]pyrido[1,2-a]pyrimidin-4-one ClC1=CC=C(C=C1)C1=CC(=CN2C1=NC(=C(C2=O)C)C)[C@@H]2C[C@@H](OCC2)C=2C=NN(C2)C